(R)-4-(2-hydroxypropoxy)-3-methoxybenzoic acid O[C@@H](COC1=C(C=C(C(=O)O)C=C1)OC)C